5-(2-fluoro-3-(4,4,5,5-tetramethyl-1,3,2-dioxaborolan-2-yl)phenyl)-1,3-dimethyl-1H-pyrazole FC1=C(C=CC=C1B1OC(C(O1)(C)C)(C)C)C1=CC(=NN1C)C